B(F)(F)F.C1(CCCCC1)[K] cyclohexyl-potassium trifluoroborate salt